pentafluorophenyl-5-methyl-2-oxo-1,3-dioxane-5-carboxylate FC1=C(C(=C(C(=C1C1OC(OCC1(C(=O)[O-])C)=O)F)F)F)F